(RS)-3-allyl-2-methyl-4-oxocyclopent-2-enyl (1R,3R)-2,2-dimethyl-3-(2-methylprop-1-enyl)cyclopropanecarboxylate CC1([C@@H]([C@H]1C=C(C)C)C(=O)O[C@H]1C(=C(C(C1)=O)CC=C)C)C |&1:11|